CC(C(=O)[O-])C(=O)[O-] 2-methylmalonate